ClC1=C(C=C(N=N1)C=1C(NC(NC1)=O)=O)C1C(C1)C1=CC=CC2=CC=CC=C12 5-(6-Chloro-5-(2-(naphthalen-1-yl)cyclopropyl)pyridazin-3-yl)pyrimidine-2,4(1H,3H)-dione